6-chloro-1-(2-chlorobenzyloxy)-2-(4-methoxyphenyl)-1H-benzo[d]imidazole ClC=1C=CC2=C(N(C(=N2)C2=CC=C(C=C2)OC)OCC2=C(C=CC=C2)Cl)C1